C1(CC1)C1OCC(NC1)=O 6-cyclopropylmorpholin-3-one